(E)-3-(1-((4-(dimethylamino)phenethyl)amino)-2,3-dihydro-1H-inden-5-yl)acrylic acid methyl ester COC(\C=C\C=1C=C2CCC(C2=CC1)NCCC1=CC=C(C=C1)N(C)C)=O